8-Fluoro-3-oxa-12-azatricyclo[7.4.1.05,14]tetradeca-5(14),6,8-triene hydrochloride Cl.FC=1C=CC=2COCC3CNCCC1C32